3-(1H-pyrazol-4-yl)-1H-indol-7-amine N1N=CC(=C1)C1=CNC2=C(C=CC=C12)N